FC1(CC1)CN1N=C2C(N(C(N(C2)C2CCN(CC2)C=2C(=NC=CC2C)OC)=O)CC2=C(C=CC=C2)C(F)(F)F)=C1 2-(1-fluoro-cyclopropylmethyl)-6-(2'-methoxy-4'-methyl-3,4,5,6-tetrahydro-2H-[1,3']bipyridinyl-4-yl)-4-(2-trifluoromethyl-benzyl)-2,4,6,7-tetrahydro-pyrazolo[4,3-d]pyrimidin-5-one